ClC1=C(C(=O)NCC(N2CCC(CC2)OC2=NN=CC3=CC=CC=C23)C2=C(N=CS2)C(F)F)C(=CC=C1)F 2-Chloro-N-{2-[4-(difluoromethyl)-1,3-thiazol-5-yl]-2-[4-(phthalazin-1-yloxy)piperidin-1-yl]ethyl}-6-fluorobenzamide